(1S,2S)-N-(6-(5-chloro-7-((cyclopropylmethyl)amino)-6-fluoro-1H-indazol-4-yl)imidazo[1,2-a]pyrazin-2-yl)-2-fluorocyclopropane-1-carboxamide ClC=1C(=C2C=NNC2=C(C1F)NCC1CC1)C=1N=CC=2N(C1)C=C(N2)NC(=O)[C@H]2[C@H](C2)F